2-[4-(2-methylprop-2-enylamino)phenyl]propanoic acid CC(CNC1=CC=C(C=C1)C(C(=O)O)C)=C